BrC=1C=C(C=C(C1)S(=O)(=O)CC1COCC1)N1CCOCC1 4-(3-bromo-5-(((tetrahydrofuran-3-yl)methyl)sulfonyl)phenyl)morpholine